1-[(4-bromophenyl)methyl]-2-tert-butyl-benzimidazole BrC1=CC=C(C=C1)CN1C(=NC2=C1C=CC=C2)C(C)(C)C